diglycidyl 2,6-dimethylterephthalate CC1=C(C(=O)OCC2CO2)C(=CC(=C1)C(=O)OCC1CO1)C